2,7-diazaspiro[4.4]Nonane-2-carboxylic acid C1N(CCC12CNCC2)C(=O)O